FC(CN1N=C(C=2C1=NC(=CN2)N2CCC1(CCN(C1)C=1C=NC(=CC1)C(F)(F)F)CC2)OC)F 8-(1-(2,2-difluoroethyl)-3-methoxy-1H-pyrazolo[3,4-b]pyrazin-6-yl)-2-(6-(trifluoromethyl)pyridin-3-yl)-2,8-diazaspiro[4.5]decane